CC1(OB(OC1(C)C)C1=CCN(C2(CCC2)C1)C(=O)OC(C)(C)C)C tert-butyl 8-(4,4,5,5-tetramethyl-1,3,2-dioxaborolan-2-yl)-5-azaspiro[3.5]non-7-ene-5-carboxylate